N-(2-(1-((1-(2-(2,4-dioxotetrahydropyrimidin-1(2H)-yl)-1,3-dioxoisoindolin-4-yl)piperidin-4-yl)methyl)piperidin-4-yl)-6-methoxy-2H-indazol-5-yl)-6-(trifluoromethyl)picolinamide O=C1N(CCC(N1)=O)N1C(C2=CC=CC(=C2C1=O)N1CCC(CC1)CN1CCC(CC1)N1N=C2C=C(C(=CC2=C1)NC(C1=NC(=CC=C1)C(F)(F)F)=O)OC)=O